C(C)OC1=CC=C(C=C1)N(C(=S)NC=1C=C2C(=CC(=NC2=CC1)N1CCN(CC1)CC)C)CC 1-(4-ethoxy-phenyl)-1-ethyl-3-[2-(4-ethyl-piperazin-1-yl)-4-methyl-quinolin-6-yl]-thiourea